2-(4-((3-Azabicyclo[3.1.0]hexan-3-yl)methyl)-6-(trifluoromethyl)pyridin-2-yl)-6-(3-((4-methyl-4H-1,2,4-triazol-3-yl)methyl)oxetan-3-yl)isoindolin-1-one C12CN(CC2C1)CC1=CC(=NC(=C1)C(F)(F)F)N1C(C2=CC(=CC=C2C1)C1(COC1)CC1=NN=CN1C)=O